ClC=1SC2=C(N1)C=CC=C2O 2-chlorobenzo[d]thiazol-7-ol